C(C1=CC=CC=C1)OC(=O)N1CC=2C=C(C=NC2[C@@H](C1)NC(=O)OC(C)(C)C)C(F)(F)F (R)-8-((tert-Butoxycarbonyl)amino)-3-(trifluoromethyl)-7,8-dihydro-1,6-naphthyridine-6(5H)-carboxylic acid benzyl ester